ClC=1N=C(C=2C(N1)=C(NN2)CC2=CC(=CC=C2)Cl)NC 5-chloro-3-(3-chlorobenzyl)-N-methyl-2H-pyrazolo[4,3-d]pyrimidin-7-amine